6-(3-cyclopropylphenoxy)-3-methyl-4H-pyrazolo[1,5-a]pyrimidin-7-one C1(CC1)C=1C=C(OC2=CNC=3N(C2=O)N=CC3C)C=CC1